2-[1-{(2R)-2-(2-methoxyphenyl)-2-[(oxan-4-yl)oxy]ethyl}-5-methyl-6-(1,3-oxazol-2-yl)-2,4-dioxo-1,4-dihydrothieno[2,3-d]pyrimidin-3(2H)-yl]-2-methylpropionic acid COC1=C(C=CC=C1)[C@H](CN1C(N(C(C2=C1SC(=C2C)C=2OC=CN2)=O)C(C(=O)O)(C)C)=O)OC2CCOCC2